C1(CC1)C1=NC=NC(=C1C1=NC=C(C(=N1)NCC1=CC=C(C=C1)N1N=C(C=C1C(C)C)C(F)(F)F)N)OC 2-(4-cyclopropyl-6-methoxypyrimidin-5-yl)-N4-({4-[5-(propan-2-yl)-3-(trifluoromethyl)-1H-pyrazol-1-yl]phenyl}methyl)pyrimidine-4,5-diamine